Methyl Hexadecanate C(CCCCCCCCCCCCCCC)(=O)OC